OC(C)(C)C=1C=C(C(=O)OC2=CC(=CC(=C2)C(C)(C)O)C(C)(C)O)C=C(C1)C(C)(C)O 3,5-bis(α-hydroxyisopropyl)phenyl 3,5-bis(α-hydroxyisopropyl)benzoate